benzyl (3aR,4S,9bR)-8-(3-((tert-butoxycarbonyl)amino)-phenyl)-4-(hydroxymethyl)-2,3,3a,4,5,9b-hexahydro-1H-pyrrolo[3,2-c]quinoline-1-carboxylate C(C)(C)(C)OC(=O)NC=1C=C(C=CC1)C1=CC=2[C@H]3[C@@H]([C@H](NC2C=C1)CO)CCN3C(=O)OCC3=CC=CC=C3